FC(OC=1C=C2NC(C=3N(C2=C(C1C1=C2C=CN(C2=CC=C1)S(=O)(=O)C)F)C(=NN3)C)(C)C)F 7-(Difluoro-methoxy)-9-fluoro-1,4,4-trimethyl-8-(1-methylsulfonyl-1H-indol-4-yl)-5H-[1,2,4]triazolo[4,3-a]quinoxaline